N-methyl-N'-((1-methyl-5-(trifluoromethyl)-1H-benzo[d]imidazol-2-yl)methyl)cyclopropanecarbohydrazide CN(NCC1=NC2=C(N1C)C=CC(=C2)C(F)(F)F)C(=O)C2CC2